CN1N=C2C=C(C(=CC2=C1)C1=NC2=CC=C(C=C2C=N1)N1C[C@H](NC2(CC2)C1)C)O (R)-2-methyl-5-(6-(5-methyl-4,7-diazaspiro[2.5]octan-7-yl)quinazolin-2-yl)-2H-indazol-6-ol